C(C)OC(=O)C=1C=C(N2C=CC(=C2C1)C)C(C)OC1=CC=C(C=C1)[N+](=O)[O-] methyl-5-(1-(4-nitrophenyloxy)ethyl)indolizine-7-carboxylic acid ethyl ester